(R)-(3-(4-bromophenyl)-3-((4-fluorophenyl)sulfonyl)pyrrolidin-1-yl)(1,1-dioxidotetrahydro-2H-thiopyran-4-yl)methanone BrC1=CC=C(C=C1)[C@]1(CN(CC1)C(=O)C1CCS(CC1)(=O)=O)S(=O)(=O)C1=CC=C(C=C1)F